(S)-N-[2-(2-Methyl-7,8-dihydro-6H-indeno[5,4-d][1,3]thiazol-8-yl)ethyl]acetamid CC=1SC2=C(N1)C=CC=1CC[C@H](C12)CCNC(C)=O